C1(CC1)CNC1=NN2C(C=N1)=C(C=C2)C=2C=C1C(=NC2)N=C(N1CC(F)F)C N-(cyclopropylmethyl)-5-(1-(2,2-difluoroethyl)-2-methyl-1H-imidazo[4,5-b]pyridin-6-yl)pyrrolo[2,1-f][1,2,4]triazin-2-amine